2-(2-(cyclopropanesulfonylamino)thiazol-4-yl)-N,2-dimethyl-N-(4-(6-(trifluoromethyl)pyrazin-2-yl)phenyl)propanamide C1(CC1)S(=O)(=O)NC=1SC=C(N1)C(C(=O)N(C1=CC=C(C=C1)C1=NC(=CN=C1)C(F)(F)F)C)(C)C